C(C)N1CCN(CCC1)C(=O)N 4-ethylhomopiperazineamide